(4-methoxyphenyl)(2-(5-(trifluoromethyl)-1,2,4-oxadiazol-3-yl)-4,7-dihydrothieno[2,3-c]pyridin-6(5H)-yl)methanone COC1=CC=C(C=C1)C(=O)N1CC2=C(CC1)C=C(S2)C2=NOC(=N2)C(F)(F)F